NC=1CCCSC1C(=O)OCC ethyl 5-amino-3,4-dihydro-2H-thiopyran-6-carboxylate